1,4-Bis(2-dodecyloxy-5-ethyl-3-meth-oxybenzyl)piperazin C(CCCCCCCCCCC)OC1=C(CN2CCN(CC2)CC2=C(C(=CC(=C2)CC)OC)OCCCCCCCCCCCC)C=C(C=C1OC)CC